((4S,5S)-5-(2-nitrophenyl)-2-methyl-1,3-dioxolan-4-yl)methyl sulfamate S(N)(OC[C@@H]1OC(O[C@H]1C1=C(C=CC=C1)[N+](=O)[O-])C)(=O)=O